CC1=C(C=CC=C1C=CC=1C=C(CNC(C(=O)O)(CO)C)C=CC1C)C1=CC=CC=C1 2-(3-(2-(2-methylbiphenyl-3-yl)vinyl)-4-methylbenzylamino)-3-hydroxy-2-methylpropanoic acid